2,4-Di(docosoxy)benzaldehyde C(CCCCCCCCCCCCCCCCCCCCC)OC1=C(C=O)C=CC(=C1)OCCCCCCCCCCCCCCCCCCCCCC